O1C(CC2=C1C=CC=C2)CN(S(=O)(=O)C2=C(C=C(C=C2)[N+](=O)[O-])[N+](=O)[O-])C2CCN(CC2)C=2C1=C(N=CN2)C(=CS1)C N-[(2,3-Dihydro-1-benzofuran-2-yl)methyl]-N-[1-(7-methylthieno[3,2-d]pyrimidin-4-yl)-4-piperidyl]-2,4-dinitrobenzenesulfonamide